S1C=CC2=NC=CC(=C21)N2N=CC(=C2C(F)(F)F)C(=O)O 1-(Thieno[3,2-b]pyridin-7-yl)-5-(trifluoromethyl)-1H-pyrazole-4-carboxylic acid